N-(2-(4-cyclopropyl-6-methoxypyrimidin-5-yl)-4-((4-(1-methyl-4-(trifluoro-methyl)-1H-imidazol-2-yl)benzyl)amino)-5,6,7,8-tetrahydroquinazolin-6-yl)-N-methylacetamide C1(CC1)C1=NC=NC(=C1C1=NC=2CCC(CC2C(=N1)NCC1=CC=C(C=C1)C=1N(C=C(N1)C(F)(F)F)C)N(C(C)=O)C)OC